tris-(dichloroisopropyl)phosphate ClCC(C)(Cl)OP(=O)(OC(CCl)(C)Cl)OC(CCl)(C)Cl